ethyldimethylsilyloxylethylaluminum C(C)[Si](C)(C)OCC[Al]